ClC=1C=C(C=CC1)[C@@H]1[C@H](C1)C(=O)NC=1C=NNC1 |r| rac-(1S*,2S*)-2-(3-chlorophenyl)-N-(1H-pyrazol-4-yl)cyclopropane-1-carboxamide